7-(8-ethynyl-7-fluoro-3-(methoxymethoxy)naphthalen-1-yl)-8-fluoropyrido[4,3-d]pyrimidin-4-ol C(#C)C=1C(=CC=C2C=C(C=C(C12)C1=C(C=2N=CN=C(C2C=N1)O)F)OCOC)F